C(C1=CC=CC=C1)O[C@@H](CO)CS (S)-2-(benzyloxy)-3-mercaptopropan-1-ol